N1=CN=C(C2=C1NC=C2)N2CCN(CC2)C([C@H]([C@H]2NCC1(CCC1)C2)C2=CC=C(C=C2)Cl)=O (S)-1-(4-(7H-pyrrolo[2,3-d]pyrimidin-4-yl)piperazin-1-yl)-2-(4-chlorophenyl)-2-((S)-6-azaspiro[3.4]oct-7-yl)ethan-1-one